Tetra-tert-butyl-2,2',2'',2'''-((2S)-2-[4-(2-ethoxyethoxy)benzyl]-1,4,7,10-tetraazacyclododecane-1,4,7,10-tetrayl)tetraacetate C(C)(C)(C)OC(CN1[C@H](CN(CCN(CCN(CC1)CC(=O)OC(C)(C)C)CC(=O)OC(C)(C)C)CC(=O)OC(C)(C)C)CC1=CC=C(C=C1)OCCOCC)=O